acryloxy-2-hydroxypropylsulfonate Acryloxy-2-hydroxypropyloxysulfobenzoate C(C=C)(=O)OC1=C(C(=C(C(=O)O)C=C1)S(=O)(=O)O)OCC(C)O.C(C=C)(=O)OCC(CS(=O)(=O)O)O